CC=CCC(CCCCCC)OC1=CC=C(C=C1)CCC(C)=O 4-(4-(undec-2-en-5-yloxy)phenyl)butan-2-one